N,N-dimethyl-N-ethyl-N-pentylammonium bis(trifluoromethaneSulfonyl)imide [N-](S(=O)(=O)C(F)(F)F)S(=O)(=O)C(F)(F)F.C[N+](CCCCC)(CC)C